(6-chloro-5-(difluoromethoxy)pyridin-2-yl)spiro[4.5]decan-6-one ClC1=C(C=CC(=N1)C1CCCC12C(CCCC2)=O)OC(F)F